C(C)N(C(=O)C1=NC2=CC=CC=C2C=C1)C(C)C N-ethyl-N-isopropylquinoline-2-carboxamide